C(C)(C)(C)OC(=O)OC(=O)OC(C)(C)C.ClC1=CC(=NC=C1)N(C(OC(C)(C)C)=O)C tert-butyl (4-chloropyridin-2-yl)(methyl)carbamate Di-tert-butyl-dicarbonate